6-(1-thia-6-azaspiro[3.3]heptan-6-yl)quinoline-4-carboxylic acid S1CCC12CN(C2)C=2C=C1C(=CC=NC1=CC2)C(=O)O